5-fluoro-1(3H)-isobenzofuranone FC=1C=C2COC(C2=CC1)=O